1-(2-chloro-3'-ethoxy-[1,1'-biphenyl]-4-yl)ethan-1-one ClC1=C(C=CC(=C1)C(C)=O)C1=CC(=CC=C1)OCC